BrC1=CC(=C(C=C1)O)C=NC1=CC(=CC(=C1)Cl)Cl 4-bromo-2-((3,5-dichloro-phenylimino)meth-yl)phenol